3-((5-chloro-1H-indol-2-yl)methyl)-1-((R)-1-((1R,2S)-2-fluorocyclopropane-1-carbonyl)piperidin-3-yl)-1-methylurea ClC=1C=C2C=C(NC2=CC1)CNC(N(C)[C@H]1CN(CCC1)C(=O)[C@@H]1[C@H](C1)F)=O